1-acetyl-4-(6-aminopyridin-3-yl)piperazine C(C)(=O)N1CCN(CC1)C=1C=NC(=CC1)N